(1R,4S)-N1-(4-(5-(cyclopropylmethyl)-1-((S)-tetrahydrofuran-3-yl)-1H-pyrazol-4-yl)pyrimidin-2-yl)cyclohexane-1,4-diamine C1(CC1)CC1=C(C=NN1[C@@H]1COCC1)C1=NC(=NC=C1)NC1CCC(CC1)N